tert-butyl 7-{4-[(3-methyl-4-{[1,2,4]triazolo[1,5-a]pyridin-7-yloxy}phenyl)amino] pyrido[3,2-d]pyrimidin-6-yl}-2,7-diazaspiro[4.4]nonane-2-carboxylate CC=1C=C(C=CC1OC1=CC=2N(C=C1)N=CN2)NC=2C1=C(N=CN2)C=CC(=N1)N1CC2(CCN(C2)C(=O)OC(C)(C)C)CC1